C(C)(C)(C)OC(CCCCOCC1(CCN(CC1)C=1C(=NC(=CC1)Cl)C=O)O)=O.C(#N)C=1C(=NC(=C(C1CC)C#N)N1CCN(CCC1)C)SCC1=CC=C(C(=O)N)C=C1 4-(((3,5-dicyano-4-ethyl-6-(4-methyl-1,4-diazepan-1-yl)pyridin-2-yl)thio)methyl)benzamide tert-butyl-5-{[1-(6-chloro-2-formylpyridin-3-yl)-4-hydroxypiperidin-4-yl]methoxy}pentanoate